(2S)-1-methylpiperidin-4-yl 2-(((4-nitrophenoxy)(phenoxy)phosphoryl)amino)propanoate [N+](=O)([O-])C1=CC=C(OP(=O)(OC2=CC=CC=C2)N[C@H](C(=O)OC2CCN(CC2)C)C)C=C1